C(#N)C1=CC=C(C=C1)CN1N=C(C(=C1C)NC(=O)C1=CC(=NC2=CC(=CC=C12)F)C(=O)N)C(F)(F)F N4-[1-[(4-cyanophenyl)methyl]-5-methyl-3-(trifluoromethyl)-1H-pyrazol-4-yl]-7-fluoro-2,4-quinolinedicarboxamide